ethyl 2-(2-((2-chloro-4-(((trifluoromethyl)sulfonyl)oxy)benzofuran-6-yl)methoxy)phenyl)acetate ClC=1OC2=C(C1)C(=CC(=C2)COC2=C(C=CC=C2)CC(=O)OCC)OS(=O)(=O)C(F)(F)F